tert-butyl (3-(3-(5-(4-fluorophenyl)-1H-imidazol-2-yl)-1H-indazole-5-carboxamido)propyl)carbamate FC1=CC=C(C=C1)C1=CN=C(N1)C1=NNC2=CC=C(C=C12)C(=O)NCCCNC(OC(C)(C)C)=O